5-Methyl-1-(3-methyl-1-(4-((3aR,5r,6aS)-2-methyloctahydrocyclopenta[c]pyrrol-5-yl)benzyl)-1H-indol-5-yl)-1H-pyrazol-3-carboxamid CC1=CC(=NN1C=1C=C2C(=CN(C2=CC1)CC1=CC=C(C=C1)C1C[C@@H]2[C@@H](CN(C2)C)C1)C)C(=O)N